tert-butyl N-[(3S)-1-(1H-indol-5-ylsulfonyl)pyrrolidin-3-yl]carbamate N1C=CC2=CC(=CC=C12)S(=O)(=O)N1C[C@H](CC1)NC(OC(C)(C)C)=O